ClC1=CC=C2C(=CC(=NC2=C1Cl)N1[C@@H]([C@H](CC1)O)C(=O)OC)N1C=NC=C1 methyl (2S,3S)-1-(7,8-dichloro-4-(1H-imidazol-1-yl)quinolin-2-yl)-3-hydroxypyrrolidine-2-carboxylate